BrC=1C=C2C(C(NC2=CC1)=O)=NN=C1SCC(N1C1=CC(=CC=C1)F)=O 5-bromo-3-(2-(3-(3-fluorophenyl)-4-oxothiazolidin-2-ylidene)hydrazono)indol-2-one